(s)-5-(Azetidin-2-ylmethoxy)-N-(1-(7-(benzo[b]thiophen-2-yl)quinolin-5-yl)cyclopropyl)-2-methylbenzamide N1[C@@H](CC1)COC=1C=CC(=C(C(=O)NC2(CC2)C2=C3C=CC=NC3=CC(=C2)C2=CC3=C(S2)C=CC=C3)C1)C